(4-chloro-3-fluorophenyl)-3-(1-(3-fluoro-2'-(methylsulfonyl)-[1,1'-biphenyl]-4-yl)-2-oxopiperidin-3-yl)urea ClC1=C(C=C(C=C1)NC(=O)NC1C(N(CCC1)C1=C(C=C(C=C1)C1=C(C=CC=C1)S(=O)(=O)C)F)=O)F